FC=1C=C2C(=C(NC2=C(C1)F)C1=CC=C(C=C1)F)C1CC(C1)(F)CN [3-[5,7-difluoro-2-(4-fluorophenyl)-1H-indol-3-yl]-1-fluoro-cyclobutyl]methyl-amine